(E)-hept-2-en-1-yl 8-((2-hydroxyethyl)amino)octanoate OCCNCCCCCCCC(=O)OC\C=C\CCCC